NC1=CC(=C(C=C1)N1CCN(CC1)C(=O)OC(C)(C)C)C(F)(F)F tert-butyl 4-[4-amino-2-(trifluoromethyl)phenyl]piperazine-1-carboxylate